2-amino-7-bromo-1-(6-fluoro-5-methyl-1-tetrahydropyran-2-yl-indazol-4-yl)pyrrolo[3,2-c]pyridine-3-carbonitrile NC1=C(C=2C=NC=C(C2N1C1=C2C=NN(C2=CC(=C1C)F)C1OCCCC1)Br)C#N